diphenyliodonium trifluoromethanesulfonate salt FC(S(=O)(=O)[O-])(F)F.C1(=CC=CC=C1)[I+]C1=CC=CC=C1